[Cl-].C(C=C)[N+](CCOCC)(CCOCC)CC=C diallyldi(beta-ethoxyethyl)ammonium chloride